S1C(=NC2=C1C=CC=C2)C([C@H](CCCNC(=N)N)NC([C@H](CC(C)C)NC(OC2CCN(CC2)S(=O)(=O)CC)=O)=O)=O 1-(ethylsulfonyl)piperidin-4-yl ((S)-1-(((S)-1-(benzo[d]thiazol-2-yl)-5-guanidino-1-oxopentan-2-yl)amino)-4-methyl-1-oxopentan-2-yl)carbamate